4-((S)-4-((benzyloxy)carbonyl)-3-(cyanomethyl)piperazin-1-yl)-2-(((S)-1-methylpyrrolidin-2-yl)methoxy)-5H-pyrrolo[3,2-d]pyrimidine-5-carboxylic acid tert-butyl ester C(C)(C)(C)OC(=O)N1C=CC=2N=C(N=C(C21)N2C[C@@H](N(CC2)C(=O)OCC2=CC=CC=C2)CC#N)OC[C@H]2N(CCC2)C